FC1=C(C=CC(=C1)CCC1(CCNCC1)F)C1C(NC(CC1)=O)=O 3-[2-fluoro-4-[2-(4-fluoro-4-piperidyl)ethyl]phenyl]piperidine-2,6-dione